trans-2-(5-Bromothiazol-2-yl)-5-(isopropoxycarbonylamino)piperidine-1-carboxylic acid BrC1=CN=C(S1)[C@@H]1N(C[C@H](CC1)NC(=O)OC(C)C)C(=O)O